COC=1C=C(C=CC1OC)C1=C(OC2=C(C(=CC=C2C1=O)O)CN(C)C)C 3-(3,4-Dimethoxyphenyl)-8-[(N,N-dimethylamino)methyl]-7-hydroxy-2-methyl-4H-chromen-4-one